FC1=C(C=CC(=C1)F)NC1=NC2=C(N1C)C(=C(C=C2)OC2=CC(=NC=C2)NC(C)=O)C N-(4-((2-((2,4-difluorophenyl)amino)-1,7-dimethyl-1H-benzo[d]imidazol-6-yl)oxy)pyridin-2-yl)acetamide